tert-butyl 4-(5-(7-bromo-4-(isopropylamino)-5H-pyrido[3,2-b]indol-3-yl) isoxazol-3-yl)piperidine-1-carboxylate BrC=1C=CC=2C3=C(NC2C1)C(=C(C=N3)C3=CC(=NO3)C3CCN(CC3)C(=O)OC(C)(C)C)NC(C)C